ClC1=C(C#N)C=C(C(=C1)O)N1N=CC(=C1)C(F)(F)F chloro-4-hydroxy-5-[4-(trifluoromethyl)pyrazol-1-yl]benzonitrile